C(C)(=O)OO peroxyacetic acid